C(C)(C)(C)OC(=O)NC1=NC2=CC(=CC=C2C=C1)CN(C(=O)C=1C=NC=CC1)C=1C(=NN(C1)C)C(=O)O 4-{N-[(2-{[(tert-butoxy)carbonyl]amino}quinolin-7-yl)methyl]pyridine-3-amido}-1-methyl-1H-pyrazole-3-carboxylic acid